ClC1=CC(=NC=C1)CCC(=O)[O-] 3-(4-chloropyridin-2-yl)propanoate